N-(5-(5-((1r,3r)-3-amino-3-methylcyclobutoxy)-2-methylpyridin-4-yl)pyrazolo[1,5-a]pyridin-2-yl)cyclopropanecarboxamide NC1(CC(C1)OC=1C(=CC(=NC1)C)C1=CC=2N(C=C1)N=C(C2)NC(=O)C2CC2)C